BrC=1C=C(C=CC1OC)C1(CCOCCC1)C 4-(3-bromo-4-methoxy-phenyl)-4-methyl-oxepane